CN(C1=CC=C(C=N1)C1(CC=C(C=C1)S(=O)(=O)O)C)C 4-[6-(dimethylamino)pyridin-3-yl]4-methylbenzenesulfonic acid